N-butyl-N-(2-(cyclohexylamino)-1-(furan-2-yl)-2-oxoethyl)-4-(pyridin-1-yl)butanamide C(CCC)N(C(CCCN1CC=CC=C1)=O)C(C(=O)NC1CCCCC1)C=1OC=CC1